Ethyl 4-(8-(4-(trifluoromethyl)pyridin-2-yl)-5,6-dihydro-11H-benzo[5,6]cyclohepta[1,2-b]pyridin-11-ylidene)piperidine-1-carboxylate FC(C1=CC(=NC=C1)C=1C=CC2=C(CCC=3C(=NC=CC3)C2=C2CCN(CC2)C(=O)OCC)C1)(F)F